7,7'-(2,2'-dichloro-[1,1'-biphenyl]-3,3'-diyl)bis(2-(((S)-5-oxopyrrolidin-2-yl)methyl)-3,4-dihydropyrrolo[1,2-a]pyrazin-1(2H)-one) ClC1=C(C=CC=C1C=1C=C2N(CCN(C2=O)C[C@H]2NC(CC2)=O)C1)C1=C(C(=CC=C1)C=1C=C2N(CCN(C2=O)C[C@H]2NC(CC2)=O)C1)Cl